(R,Z)-3-((5-(bicyclo[1.1.1]pentan-1-yl)-2-methyl-7-(methylthio)-1,1-dioxido-3-(4,4,4-trifluorobutyl)-2,3,4,5-tetrahydrobenzo[f][1,2,5]thiadiazepin-8-yl)oxy)-2-fluoroacrylic acid C12(CC(C1)C2)N2C[C@H](N(S(C1=C2C=C(C(=C1)O\C=C(\C(=O)O)/F)SC)(=O)=O)C)CCCC(F)(F)F